COC(C(C1=CN=C2C(=N1)OCCC2)N=C(C2=CC=CC=C2)C2=CC=CC=C2)=O.N2=C1C(=NC(=C2)C(C(=O)N)N=C(C2=CC=CC=C2)C2=CC=CC=C2)OCCC1 2-(7,8-dihydro-6H-pyrano[2,3-b]pyrazin-3-yl)-2-((diphenylmethylene)amino)acetamide Methyl-2-(benzhydrylideneamino)-2-(7,8-dihydro-6H-pyrano[2,3-b]pyrazin-3-yl)acetate